(2-nitro-p-phenylene)bis(3,1-benzoxazine-4-one) [N+](=O)([O-])C1=C(C=CC(=C1)C1=NC2=C(C(O1)=O)C=CC=C2)C2=NC1=C(C(O2)=O)C=CC=C1